1'-(4-(4-(Dimethoxymethyl)piperidin-1-yl)phenyl)-3',4'-dihydro-1'H-spiro[cyclopentane-1,2'-Naphthalene] COC(C1CCN(CC1)C1=CC=C(C=C1)C1C2(CCC3=CC=CC=C13)CCCC2)OC